4-(bromomethyl)-1,2-dichlorobenzene BrCC1=CC(=C(C=C1)Cl)Cl